FC1(CCN(CC1)C1CCN(CC1)C(=O)O[C@H]1/C=C/[C@@H]([C@H](OC(C[C@H](CC[C@]1(C)O)O)=O)\C(\C)=C\C=C\C(C)C=1C=NC=CC1)C)F [(2S,3S,4E,6S,7S,10S)-7,10-dihydroxy-3,7-dimethyl-12-oxo-2-[(2E,4E)-6-pyridin-3-ylhepta-2,4-dien-2-yl]-1-oxacyclododec-4-en-6-yl] 4-(4,4-difluoropiperidin-1-yl)piperidine-1-carboxylate